C(C)C(C(=O)OC=C)CCCC vinyl 2-ethyl-hexanoate